C1(=NC=CC2=CC=CC=C12)N1CC2=CC=CC=C2CC1 3',4'-dihydro-1'H-[1,2'-biisoquinolin]